N-[N-[tert-butyl(dimethyl)silyl]-S-methyl-sulfonimidoyl]-1-(3,4-dimethoxyphenyl)methanamine [Si](C)(C)(C(C)(C)C)N=S(=O)(C)NCC1=CC(=C(C=C1)OC)OC